C1(=CC=CC=CC=C1)C(=O)NCCCC[C@H](N)C(=O)O N6-(Cycloocta-1,3,5,7-tetraene-1-yl-carbonyl)-L-lysine